4-(bromomethyl)-3,5-dichloroaniline BrCC1=C(C=C(N)C=C1Cl)Cl